FC1=C(C=CC(=C1)F)[C@@H](C(F)(F)F)NC(=O)C=1C(C(=C2N(CC3O[C@H]4CC[C@@H](N3C2=O)C4)C1)O)=O (2S,5R)-N-((S)-1-(2,4-difluorophenyl)-2,2,2-trifluoroethyl)-8-hydroxy-7,9-dioxo-2,3,4,5,7,9,13,13a-octahydro-2,5-methanopyrido[1',2':4,5]pyrazino[2,1-b][1,3]oxazepine-10-carboxamide